trans-10-chloro-11-(3-methoxypropoxy)-3,3-dimethyl-7-oxo-1,2,3,3a,7,12b-hexahydrocyclopenta[c]pyrido[2,1-a]isoquinoline-6-carboxylic acid ClC=1C(=CC=2[C@H]3[C@H](N4C(C2C1)=CC(C(=C4)C(=O)O)=O)C(CC3)(C)C)OCCCOC